Cl.N[C@H](CCC(=O)O[C@@]1(C(OCC=2C(N3CC=4C(=NC=5C=CC(=CC5C4CC)O)C3=CC21)=O)=O)CC)C (S)-4,11-diethyl-9-hydroxy-3,14-dioxo-3,4,12,14-tetrahydro-1H-pyrano[3',4':6,7]indolizino[1,2-b]quinolin-4-yl (S)-4-aminopentanoate hydrochloride